C(CCCCCCCCCC)(=O)OCC ETHYL UNDECANOATE